N-((S)-1-(4-(1H-tetrazol-5-yl)phenyl)ethyl)-4-((4'-carbamoyl-5-hydroxy-2'-methyl-[1,1'-biphenyl]-3-yl)methyl)morpholine-3-carboxamide N1N=NN=C1C1=CC=C(C=C1)[C@H](C)NC(=O)C1N(CCOC1)CC=1C=C(C=C(C1)O)C1=C(C=C(C=C1)C(N)=O)C